3-chloro-4-hydroxy-2'-(2-(2-hydroxypropan-2-yl)pyrimidin-4-yl)-5',6-dimethyl-2H-[1,4'-bipyridin]-2-one ClC=1C(N(C(=CC1O)C)C1=CC(=NC=C1C)C1=NC(=NC=C1)C(C)(C)O)=O